methyl (S)-4-(1-(tert-butoxycarbonyl)-3-(nitromethyl)azetidin-3-yl)morpholine-3-carboxylate C(C)(C)(C)OC(=O)N1CC(C1)(C[N+](=O)[O-])N1[C@@H](COCC1)C(=O)OC